methyl (1S,2S,3S,4R)-3-[(1S)-1-amino-2-ethylbutyl]-4-[tert-butoxycarbonylamino]-2-hydroxy-cyclopentanecarboxylate N[C@@H](C(CC)CC)[C@@H]1[C@@H]([C@H](C[C@H]1NC(=O)OC(C)(C)C)C(=O)OC)O